4-[2-cyclopropyl-6-[7-[(2-methoxyethylamino)methyl]-4-oxo-pyrido[1,2-a]pyrimidin-3-yl]-4-pyridinyl]-3-(4-methyl-1,2,4-triazol-3-yl)benzonitrile C1(CC1)C1=NC(=CC(=C1)C1=C(C=C(C#N)C=C1)C1=NN=CN1C)C1=CN=C2N(C1=O)C=C(C=C2)CNCCOC